ClC1=CC(=C(C=N1)C1(CC1)C#N)C (6-chloro-4-methylpyridin-3-yl)cyclopropanecarbonitrile